C(C)(=O)O[C@@H]1CN2C(OC1)=C(C=N2)S(=O)(=O)Cl (R)-3-(chloro-sulfonyl)-6,7-dihydro-5H-pyrazolo[5,1-b][1,3]oxazin-6-yl acetate